6-chlorothieno[2,3-b]pyridine-2-carbaldehyde ClC1=CC=C2C(=N1)SC(=C2)C=O